CC1(OB(OC1(C)C)C=1C=C(C=CC1)[C@@]1(C=CN2C1=NC=C2)O)C (R)-7-(3-(4,4,5,5-tetramethyl-1,3,2-dioxaborolan-2-yl)phenyl)-7H-pyrrolo[1,2-a]imidazol-7-ol